(2R,5S)-5-(aminomethyl)-2-[3-(2,2-dimethylpropoxy)phenyl]-1,4-thiazepan-3-one NC[C@H]1NC([C@H](SCC1)C1=CC(=CC=C1)OCC(C)(C)C)=O